quinuclidine-4-carboxylic acid hydrochloride Cl.N12CCC(CC1)(CC2)C(=O)O